4-{(S)-2-[(S)-2-(Methoxycarbonyl)-3-phenylpropanamido]-2-[4-(methoxymethyl)thiazol-2-yl]ethyl}phenylsulfamic acid COC(=O)[C@H](C(=O)N[C@@H](CC1=CC=C(C=C1)NS(O)(=O)=O)C=1SC=C(N1)COC)CC1=CC=CC=C1